BrC=1C=C(C=CC1)N1[C@@H](CNCC1)C (R)-1-(3-bromophenyl)-2-methylpiperazine